BrC1=CC(=C(CCNC2=CC(=NC=N2)C2=CC(=C(/C(/N)=N/O)C=C2)NC)C(=C1)F)F (Z)-4-(6-((4-bromo-2,6-difluorophenethyl)amino)pyrimidin-4-yl)-N'-hydroxy-2-(methylamino)benzimidamide